C(CCCCCCCCCCC)(=O)N[C@@H](CCCCN)C(=O)O Nα-lauroyl-lysine